C1=C(C=CC2=CC=CC=C12)C(C)NC(=O)C1C(C1)C1=C(C=CC(=C1)F)F 2-(2,5-difluoro-phenyl)-cyclopropanecarboxylic acid (1-naphthalen-2-yl-ethyl)-amide